Ethyl 2-(4-(4-(4-chloro-2-fluorophenyl)piperidin-1-yl)-3-fluorophenyl)acetate ClC1=CC(=C(C=C1)C1CCN(CC1)C1=C(C=C(C=C1)CC(=O)OCC)F)F